CN(C=1C=C(O[Zn])C=CC1)C [3-(dimethylamino)phenoxy]zinc